4-chloro-6-iodo-5-(4-methoxy-2,6-dimethyl-phenyl)thieno[2,3-d]pyrimidine ClC=1C2=C(N=CN1)SC(=C2C2=C(C=C(C=C2C)OC)C)I